CN1C(=NC=C1C)C=1N=C(C(=NC1)NCCN1CCCC1)C(C)C1=CC=C(C=C1)F 5-(1,5-dimethyl-1H-imidazol-2-yl)-3-(1-(4-fluorophenyl)ethyl)-N-(2-(pyrrolidin-1-yl)ethyl)pyrazin-2-amine